2-(4-(4-(AMINOMETHYL)-1-OXO-1,2-DIHYDROPHTHALAZIN-6-YL)-1-METHYL-1H-PYRAZOL-5-YL)-4-CHLORO-6-CYCLOPROPOXY-3-FLUOROBENZONITRILE NCC1=NNC(C2=CC=C(C=C12)C=1C=NN(C1C1=C(C#N)C(=CC(=C1F)Cl)OC1CC1)C)=O